FC(COC1=CC(=C(C=N1)OCC(C#N)(C)C)C1=CC=2N(C=C1)N=C(C2)NC2=NN(C(C=C2)=O)C)F 3-[[6-(2,2-difluoroethoxy)-4-[2-[(1-methyl-6-oxo-pyridazin-3-yl)amino]pyrazolo[1,5-a]pyridin-5-yl]-3-pyridyl]oxy]-2,2-dimethyl-propanenitrile